NC1=NC(=C(C=C1C=1C=C2C(=CNC(C2=CC1)=O)F)C1=CC(=C(C=C1)OC)CN(C)CC)F 6-(2-amino-5-(3-((ethyl(methyl)amino)methyl)-4-methoxyphenyl)-6-fluoropyridin-3-yl)-4-fluoroisoquinolin-1(2H)-one